FC(S(=O)(=O)OC1=CCC2(C(N(CCO2)[C@@H](C)C=2C=NC(=CC2)N2N=CC(=C2)F)=C=O)CC1)(F)F 4-((S)-1-(6-(4-fluoro-1H-pyrazol-1-yl) pyridin-3-yl) ethyl)-5-carbonyl-1-oxa-4-azaspiro[5.5]undec-8-en-9-yl trifluoromethanesulfonate